N-(5-(2,2-difluoro-2-methoxyacetyl)-6-((3',5'-difluoro-[1,1'-biphenyl]-3-yl)methyl)-5-azaspiro[2.4]heptan-7-yl)methanesulfonamide FC(C(=O)N1CC2(CC2)C(C1CC=1C=C(C=CC1)C1=CC(=CC(=C1)F)F)NS(=O)(=O)C)(OC)F